2,2',2''-nitrilotris(ethanol) N(CCO)(CCO)CCO